NC=1C=C2CCC(NC2=C(C1C(=O)C1=C(C=CC(=C1)F)Cl)Br)=O 6-amino-8-bromo-7-[(2-chloro-5-fluorophenyl)carbonyl]-1,2,3,4-tetrahydroquinolin-2-one